ClC1=NC2=NC(=C(N=C2C(=N1)C1=C(C=C(C=C1)C(F)(F)F)F)C)C 2-chloro-4-(2-fluoro-4-(trifluoromethyl)phenyl)-6,7-dimethylpteridine